C(C)(C)(C)C(=O)C=1N(C(=C(N1)C1=CC=C(C=C1)F)I)C[C@H]1OCC1 tert-butyl-(S)-4-(4-fluorophenyl)-5-iodo-1-(oxetan-2-ylmethyl)-1H-imidazole-2-carbaldehyde